N-(2-fluoro-4-(4-methylpiperazin-1-yl)phenyl)-2-(4-(4-fluorophenyl)-1-isopropyl-1H-imidazol-5-yl)thiazole-4-carboxamide FC1=C(C=CC(=C1)N1CCN(CC1)C)NC(=O)C=1N=C(SC1)C1=C(N=CN1C(C)C)C1=CC=C(C=C1)F